3-(4-methoxyphenyl)pentane-1,5-diol COC1=CC=C(C=C1)C(CCO)CCO